tert-butyl N-tert-butoxycarbonyl-N-(5,6-dichloro-3-pyridyl)carbamate C(C)(C)(C)OC(=O)N(C(OC(C)(C)C)=O)C=1C=NC(=C(C1)Cl)Cl